4-(3-((1H-pyrazol-4-yl)methyl)ureido)-N-(3-methoxyphenyl)benzamide N1N=CC(=C1)CNC(NC1=CC=C(C(=O)NC2=CC(=CC=C2)OC)C=C1)=O